N-(2-(2,6-dioxopiperidin-3-yl)-6-methoxy-1,3-dioxoisoindolin-5-yl)-2-(trifluoromethoxy)benzenesulfonamide O=C1NC(CCC1N1C(C2=CC(=C(C=C2C1=O)NS(=O)(=O)C1=C(C=CC=C1)OC(F)(F)F)OC)=O)=O